ClC1=CC(=NC(=C1)N1[C@@H](CCC1)C)CNC (R)-1-(4-chloro-6-(2-methylpyrrolidin-1-yl)pyridin-2-yl)-N-methylmethanamine